(2r,4s)-4-[4-chloro-5-iodopyrrolo[2,3-d]pyrimidin-7-yl]-2-(methoxymethyl)pyrrolidine-1-carboxylic acid tert-butyl ester C(C)(C)(C)OC(=O)N1[C@H](C[C@@H](C1)N1C=C(C2=C1N=CN=C2Cl)I)COC